tert-Butyl 3-(aminomethyl)-3-(4-fluoro-1H-pyrazol-1-yl)azetidine-1-carboxylate NCC1(CN(C1)C(=O)OC(C)(C)C)N1N=CC(=C1)F